(2S)-2-(4-Fluorobenzenesulfonamido)-N-[2-methyl-5-(thiomorpholine-4-sulfonyl)thiophen-3-yl]-3-phenylpropanamide FC1=CC=C(C=C1)S(=O)(=O)N[C@H](C(=O)NC1=C(SC(=C1)S(=O)(=O)N1CCSCC1)C)CC1=CC=CC=C1